3-[5-(4-aminoisoquinolin-3-yl)-1-oxo-2,3-dihydro-1H-isoindol-2-yl]piperidine-2,6-dione NC1=C(N=CC2=CC=CC=C12)C=1C=C2CN(C(C2=CC1)=O)C1C(NC(CC1)=O)=O